NC1=C(C2=C(S1)C(C(CC2)(C2=CC=CC=C2)CO)=O)C(=O)O 2-Amino-6-(hydroxymethyl)-7-oxo-6-phenyl-4,5,6,7-tetrahydrobenzo[b]thiophene-3-carboxylic acid